OC=1C=C(C=CC1)[C@@H](O)[C@H]1N[C@H](CCC1)CCC (R)-(3-Hydroxyphenyl)((2S,6S)-6-propylpiperidin-2-yl)methanol